NC(C(C(=O)O)C)C=1C=NC(=CC1)Cl 3-amino-3-(6-chloro-3-pyridyl)-2-methyl-propanoic acid